isotridecyl-urea C(CCCCCCCCCC(C)C)NC(=O)N